C(C)N(CC)[Ta](=NC(C)(C)C)(N(CC)CC)N(CC)CC tris(diethylamino)(tert-butylimino)tantalum (V)